N1CC(C1)COC1=C2CCCC2=C(C=C1C1=C2C(=NC=C1)C=C(S2)CN2C(C1C(C1C2=O)(C)C)=O)Cl 3-((7-(4-(azetidin-3-ylmethoxy)-7-chloro-2,3-dihydro-1H-inden-5-yl)thieno[3,2-b]pyridin-2-yl)methyl)-6,6-dimethyl-3-azabicyclo[3.1.0]hexane-2,4-dione